Cl.Cl.N[C@H](C(O)C1=C(C2=NC(=CC(=C2S1)NCC=1SC=CC1)Cl)Cl)C (2S)-2-amino-1-(3,5-dichloro-7-{[(thiophen-2-yl)methyl]amino}thieno[3,2-b]pyridin-2-yl)propan-1-ol dihydrochloride